OCCNC(=O)C(=O)NCCO N,N'-bis(hydroxyethyl)oxamide